tert-butyl 3-(1-oxo-2,3,4,9-tetrahydro-1H-carbazol-6-yl)-2,5-dihydro-1H-pyrrole-1-carboxylate O=C1CCCC=2C3=CC(=CC=C3NC12)C=1CN(CC1)C(=O)OC(C)(C)C